ethyl 2-chloro-7-methyl-4-morpholinothieno[3,2-d]pyrimidine-6-carboxylate ClC=1N=C(C2=C(N1)C(=C(S2)C(=O)OCC)C)N2CCOCC2